ClC1=CC(=C(COC=2C=C(C=CC2)C2=C(C=C(C=C2)CC2=NC3=C(N2CCOC)C=C(C=C3)C(=O)O)F)C=C1)F 2-((3'-(4-Chloro-2-fluorobenzyloxy)-2-fluorobiphenyl-4-yl)methyl)-1-(2-methoxyethyl)-1H-benzo[d]imidazole-6-carboxylic acid